N2-(sec-butyl)quinazoline-2,4-diamine C(C)(CC)NC1=NC2=CC=CC=C2C(=N1)N